COC=1C=C2C(=CNC2=CC1)C[C@@H](C)NC(OC(C)(C)C)=O tert-butyl (R)-(1-(5-methoxy-1H-indol-3-yl)propan-2-yl)carbamate